Cl.CN1N=C(C2=CC=C(C=C12)N1CCNCC1)N1C(NC(CC1)=O)=O 1-(1-methyl-6-piperazin-1-yl-indazol-3-yl)hexahydropyrimidine-2,4-dione hydrochloride